4-(bis(4-chlorophenyl)amino)benzaldehyde ClC1=CC=C(C=C1)N(C1=CC=C(C=O)C=C1)C1=CC=C(C=C1)Cl